((2,2-dimethyl-2,3-dihydrobenzofuran-7-yl)oxy)-N'-(thien-2-ylmethylene)acetohydrazide CC1(OC2=C(C1)C=CC=C2OCC(=O)NN=CC=2SC=CC2)C